FC(C(=O)O)(F)F.FC1=CC=C(C=C1)C(C)(O)C1CNCCC1 1-(4-fluorophenyl)-1-(piperidin-3-yl)ethan-1-ol 2,2,2-trifluoroacetate